1-(5-bromopyridin-2-yl)piperidine-4-carboxylic acid tert-butyl ester C(C)(C)(C)OC(=O)C1CCN(CC1)C1=NC=C(C=C1)Br